5-fluoro-N-(6-(4-(methylsulfonyl)phenyl)pyridin-2-yl)furan-2-carboxamide FC1=CC=C(O1)C(=O)NC1=NC(=CC=C1)C1=CC=C(C=C1)S(=O)(=O)C